(S)-3-(4-(1-acetylpiperidin-4-yl)phenyl)-2-aminopropanoic acid C(C)(=O)N1CCC(CC1)C1=CC=C(C=C1)C[C@@H](C(=O)O)N